ethyl 4-(2-chloro-4-fluoro-phenyl)-6-(6-chlorohexyloxymethyl)-2-thiazol-2-yl-1,4-dihydropyrimidine-5-carboxylate ClC1=C(C=CC(=C1)F)C1N=C(NC(=C1C(=O)OCC)COCCCCCCCl)C=1SC=CN1